(R)-(1-(4-((1-methyl-1H-imidazol-4-yl)amino)furo[3,2-d]pyrimidin-2-yl)pyrrolidin-2-yl)methanol CN1C=NC(=C1)NC=1C2=C(N=C(N1)N1[C@H](CCC1)CO)C=CO2